C(C)OC1=C(C=C(C=C1)/C=C/C(=O)O)OC E-3-(4-ethoxy-3-methoxyphenyl)acrylic acid